N1C(CNCC1CCCCCO)CCCCCO 5,5'-(piperazine-2,6-diyl)bis(pentan-1-ol)